5,6-epoxycholestan-7-one CC(C)CCC[C@@H](C)[C@H]1CC[C@H]2[C@@H]3C(C4C5(CCCC[C@]5(C)[C@H]3CC[C@]12C)O4)=O